(3S,4R)-4-((6-chloro-5-fluoro-7-isopropylpyrrolo[2,1-f][1,2,4]triazin-2-yl)amino)tetrahydro-2H-pyran-3-ol ClC=1C(=C2C=NC(=NN2C1C(C)C)N[C@H]1[C@@H](COCC1)O)F